(4-{[6,7-bis(2-methoxyethoxy)quinolin-4-yl]oxy}-3,5-difluorophenyl)-4-methoxypyridine-3-carboxamide COCCOC=1C=C2C(=CC=NC2=CC1OCCOC)OC1=C(C=C(C=C1F)C1=NC=CC(=C1C(=O)N)OC)F